NC1=C(C=C(C=N1)C#CC=1C=C(C(=O)NC2=CC(=CC(=C2)C(F)(F)F)N2CCN(CC2)C)C=CC1C)F 3-((6-amino-5-fluoropyridin-3-yl)ethynyl)-4-methyl-N-(3-(4-methylpiperazin-1-yl)-5-(trifluoromethyl)phenyl)benzamide